2-[2-(5-Amino-2,4-difluoro-phenyl)-4-fluoro-phenyl]ethanol NC=1C(=CC(=C(C1)C1=C(C=CC(=C1)F)CCO)F)F